C1CCC2=C(C=CC=C12)NC1=C(C=C2C(=N1)NN=C2NS(=O)(=O)C)F N-(6-((2,3-dihydro-1H-inden-4-yl)amino)-5-fluoro-1H-pyrazolo[3,4-b]pyridin-3-yl)methanesulfonamide